(3,4,5-trimethoxyphenyl)methanone Hydrochloride Cl.COC=1C=C(C=C(C1OC)OC)C=O